pyrrolo[1,2-b]pyridazine-7-carboxamide N=1N2C(C=CC1)=CC=C2C(=O)N